C(CCCCCCC\C=C/CCCCCCCC)C([NH+](CCO)CCC(=O)O)CCCCCCCC\C=C/CCCCCCCC Di-Oleyl-Carboxyethyl-Hydroxyethyl-Methylammonium